aluminum octadecenylacetate acetate C(C)(=O)[O-].C(=CCCCCCCCCCCCCCCCC)CC(=O)[O-].[Al+2]